O-Benzyl-N-(tert-butoxycarbonyl)-L-homoserine C(C1=CC=CC=C1)OCC[C@H](NC(=O)OC(C)(C)C)C(=O)O